C(C)(=O)O.C(CCCC)N1CN(C=C1)C 1-pentyl-3-methyl-imidazole acetate